ClC1=C(C(=CC(=C1)N1CC2=CC(=CC=C2CC1)F)C)NC(CC(C)(C)C)=O N-[2-chloro-4-(7-fluoro-3,4-dihydro-1H-isoquinolin-2-yl)-6-methylphenyl]-3,3-dimethylbutanamide